7,7a,8,9,10,11-hexahydro-6H-dipyrido[3,2-b:1',2'-d][1,4]oxazepine-10-carbonitrile N1=CC=CC=2OCCC3N(C21)CC(CC3)C#N